C1(=CC=C(C=C1)CCN)C1=CC=CC=C1 2-(4-biphenylyl)ethylamine